(3-Fluorooxetan-3-yl)Methyl-6-Methyl-4-[(1-Methylcyclopropyl)Amino]Furo[2,3-d]Pyrimidine-5-Carboxamide FC1(COC1)CC=1N=C(C2=C(N1)OC(=C2C(=O)N)C)NC2(CC2)C